NC1=CC(NC(N1CC1=CC=CC=C1)=O)=O 6-amino-1-(phenylmethyl)pyrimidine-2,4-dione